ClC1=CC=C(CN2C(=NC=3N(C(N(C(C23)=O)CCCO)=O)CC)OC2=C(C=CC=C2)OC(F)(F)F)C=C1 7-(4-chlorobenzyl)-3-ethyl-1-(3-hydroxypropyl)-8-(2-(trifluoromethoxy)phenoxy)-1H-purine-2,6(3H,7H)-dione